2-hydroxyethanethiol OCCS